1H-β-carboline-1,3-dicarboxylic acid C1(N=C(C=C2C3=CC=CC=C3N=C12)C(=O)O)C(=O)O